NC(CN1CC2=CC(=CC=C2C(C1)C)C(=O)NC1=NC(=CC(=C1)C(F)(F)F)N1CCOCC1)=O 2-(2-amino-2-oxo-ethyl)-4-methyl-N-[6-morpholino-4-(trifluoromethyl)-2-pyridyl]-3,4-dihydro-1H-isoquinoline-7-carboxamide